palmityldimethylethylammonium ethanesulfonate C(C)S(=O)(=O)[O-].C(CCCCCCCCCCCCCCC)[N+](CC)(C)C